OC[C@H]1O[C@@H](OC1)C1=CC=CC=C1 trans-4-hydroxymethyl-2-phenyl-1,3-dioxolane